C(C)OC(=O)C1CCC(CC1)(CC=O)C1=CC(=C(C=C1)OC)C 4-(4-methoxy-3-methylphenyl)-4-(2-oxoethyl)cyclohexanecarboxylic acid ethyl ester